ClC=1C(=NC(=NC1)N1CCC(CC1)NC1=CC=C2C(=NN(C2=C1)C)[C@@H]1C(NC(CC1)=O)=O)NC=1C=C2CC(N(C2=CC1)C)=O |o1:24| rel-(R)-3-(6-((1-(5-chloro-4-((1-methyl-2-oxoindolin-5-yl)amino)pyrimidin-2-yl)piperidin-4-yl)amino)-1-methyl-1H-indazol-3-yl)piperidine-2,6-dione